(R)-2-amino-3-(3-(1-(tert-butyl)-1H-1,2,3-triazol-5-yl)-5-fluorobenzamido)propanoic acid N[C@@H](C(=O)O)CNC(C1=CC(=CC(=C1)F)C1=CN=NN1C(C)(C)C)=O